CN([C@@H](CO)C(=O)N[C@@H](C)C(=O)O)C(=O)C=1N=C(SC1)C1=CC=C(C=C1)NC(=O)OC(C)(C)C.NCCNC(CCCOC1=C(C=C(C(=C1)[N+](=O)[O-])C(C)O)OC)=O N-(2-aminoethyl)-4-[4-(1-hydroxyethyl)-2-methoxy-5-nitrophenoxy]butanamide Methyl-(2-(4-((tert-butoxycarbonyl)amino)phenyl)thiazole-4-carbonyl)-L-seryl-L-alaninate